C(CCC)OC(CCCCCCC\C=C\CC)OCCCC (9E)-1,1-dibutoxy-9-dodecene